CC1=C(C=C(C2=C1CCO2)C(=O)N[C@H]2CCOC[C@@H]2O)CC2=CC=C(C=C2)C=2C=NN(C2)C 1,5-anhydro-2,3-dideoxy-3-[(4-methyl-5-{[4-(1-methyl-1H-pyrazol-4-yl)phenyl]methyl}-2,3-dihydro-1-benzofuran-7-carbonyl)amino]-L-threo-pentitol